FC=1C(=C(C=C(C1)C)O)C=1C=CC=2C(=NC(=CN2)[C@H]2CN(CCC2)C)N1 3-fluoro-5-methyl-2-[3-[(3R)-1-methyl-3-piperidyl]pyrido[2,3-b]pyrazin-6-yl]phenol